C1(CC1)N1N=C(C=C1S(=O)(=O)N1CCC2(CC(C2)N2CC3(COC3)C2)CC1)C(F)F 6-(7-((1-cyclopropyl-3-(difluoromethyl)-1H-pyrazol-5-yl)sulfonyl)-7-azaspiro[3.5]nonan-2-yl)-2-oxa-6-azaspiro[3.3]heptane